tert-butyl (2R,3S)-2-(((4-(3-(but-3-en-1-yloxy)phenyl)cyclohexyl)oxy)methyl)-3-((N,N-dimethylsulfamoyl)(4-methoxybenzyl)amino)pyrrolidine-1-carboxylate C(CC=C)OC=1C=C(C=CC1)C1CCC(CC1)OC[C@@H]1N(CC[C@@H]1N(CC1=CC=C(C=C1)OC)S(N(C)C)(=O)=O)C(=O)OC(C)(C)C